FC(OC=1C=C2CCC[C@H](C2=CC1)CNC=1C=NC=CC1C(=O)O)F 3-({[(1R)-6-(difluoromethoxy)-1,2,3,4-tetrahydronaphthalen-1-yl]methyl}amino)pyridine-4-carboxylic acid